tert-butyl 2-(2-(5-chloro-6-methoxypyridin-3-yl)pyrrolidin-1-yl)acetate ClC=1C=C(C=NC1OC)C1N(CCC1)CC(=O)OC(C)(C)C